NC=1C=C(C=CC1)C=1C=C(SC1)C1=NOC(N1)=O 3-(4-(3-aminophenyl)thiophen-2-yl)-1,2,4-oxadiazol-5(4H)-one